ClC=1C=C(C=CC1F)N(C(=O)[C@H]1N(C[C@H](C1)C(=O)NCC(=O)N(C)C)C1=NC(=CC(=C1)C(F)(F)F)C)C (2S,4S)-N2-(3-chloro-4-fluorophenyl)-N4-(2-(dimethylamino)-2-oxoethyl)-N2-methyl-1-(6-methyl-4-(trifluoromethyl)pyridin-2-yl)pyrrolidine-2,4-dicarboxamide